N-methyl-3-(5,6,7,8-tetrahydroimidazo[1,2-a]pyridin-2-yl)-4-((5-(trifluoromethyl)pyridin-2-yl)amino)benzenesulfonate CN(C1=C(C=C(C=C1)S(=O)(=O)[O-])C=1N=C2N(CCCC2)C1)C1=NC=C(C=C1)C(F)(F)F